5-chloro-N-(pyrimidin-4-yl)-6-(((1S,2S,4S)-2-(pyrrolidin-1-yl)-4-(6-(trifluoromethyl)-pyridin-2-yl)cyclohexyl)oxy)-pyridine-3-sulfonamide ClC=1C=C(C=NC1O[C@@H]1[C@H](C[C@H](CC1)C1=NC(=CC=C1)C(F)(F)F)N1CCCC1)S(=O)(=O)NC1=NC=NC=C1